N[C@@H](CCCCN)C(=O)N[C@H](CC1=CN(C2=CC=CC=C12)C)C(=O)O Nα-(L-lysyl)-1-methyl-D-tryptophan